4-bromo-6-chloro-2-(2-methoxyethyl)-2H-indazol-5-amine BrC=1C2=CN(N=C2C=C(C1N)Cl)CCOC